2-diethylamino-acetamide C(C)N(CC(=O)N)CC